O=C1N(C(C2=CC=CC=C12)=O)C1=NC=2C=CC(=CC2C2=C1C(OC2)CF)C(=O)OC methyl 4-(1,3-dioxoisoindolin-2-yl)-3-(fluoromethyl)-1,3-dihydrofuro[3,4-c]quinoline-8-carboxylate